N1(CCC1)S(=O)(=O)C1=CC=C(C=C1)NC(CCl)=O N-(4-(azetidin-1-ylsulfonyl)phenyl)-2-chloroacetamide